(1,5-dimethyl-1H-pyrazol-3-yl)-2-methylbenzamide CN1N=C(C=C1C)C=1C(=C(C(=O)N)C=CC1)C